N(=[N+]=[N-])CCCN1CCCCC1 1-(3-Azidopropyl)piperidine